NCC1CC2(CC1)OC(C1=C(O2)C=C(C=C1C(=O)NCC=1C(NC(=CC1C)C)=O)Cl)C 3'-(aminomethyl)-7-chloro-N-((4,6-dimethyl-2-oxo-1,2-dihydropyridin-3-yl)methyl)-4-methyl-spiro[benzo[d][1,3]dioxine-2,1'-cyclopentane]-5-carboxamide